1-(3-(2-(3-hydroxynaphthalen-1-yl)-2,3,4,5-tetrahydro-1H-benzo[c]azepin-7-yl)azetidin-1-yl)prop-2-en-1-one OC=1C=C(C2=CC=CC=C2C1)N1CC2=C(CCC1)C=C(C=C2)C2CN(C2)C(C=C)=O